5-bromo-6-fluoropyrazolo[1,5-a]pyridine BrC1=CC=2N(C=C1F)N=CC2